p-sec-amylphenol C[C@H]1[C@@H]2CC[C@]([C@@H]3[C@H]4[C@@H]5C[C@@]6(C7([C@H]4C(=C3[C@H]2OC1=O)C)[C@@H]5C(O6)(CC[C@@H]8[C@@H]7OC(=O)[C@H]8C)C)C)(C)O